CN[C@@H]1[C@H](CCCC1)NC (1S,2S)-N1,N2-dimethyl-cyclohexane-1,2-diamine